NCCC1CCNCC1 4-(aminoethyl)piperidine